FC(C=1C=C(C=CC1)C=1C=C2C(=NC1)C=NN2CC=2C=CC=NC2)(F)F 5-[[6-[3-(Trifluoromethyl)phenyl]pyrazolo[4,3-b]pyridin-1-yl]methyl]pyridine